C1(=CC=C(C=C1)C(CCCC)=O)C 1-(p-tolyl)pentan-1-one